C(C)(C)(C)C1=CC=C(C=C1)C1=NC(=C2C(=N1)N(N=C2)C(C)C)NC(=O)C=2SC(=CC2)[N+](=O)[O-] N-(6-(4-(tert-butyl)phenyl)-1-isopropyl-1H-pyrazolo[3,4-d]pyrimidin-4-yl)-5-nitrothiophene-2-carboxamide